C(O)C(CCC(=O)O)(CO)CO trimethylolbutanoic acid